C1(CCCC1)C1=CC(=NN1)NC1=CC=NC=2C(CCCC12)O 4-((5-cyclopentyl-1H-pyrazol-3-yl)amino)-5,6,7,8-tetrahydroquinolin-8-ol